C1=C(C=CC=2CCCCC12)OCC1CCCN2C1=NS(CC2)(=O)=O 9-[(5,6,7,8-tetrahydronaphthalen-2-yloxy)methyl]3,4,6,7,8,9-hexahydropyrido[2,1-c][1,2,4]thiadiazine 2,2-dioxide